(5S)-3-(5-{[2-chloro-6-(trifluoromethyl)phenyl]methoxy}pyrimidin-2-yl)-5-(hydroxymethyl)-1,3-oxazolidin-2-one phenyl-phosphate disodium salt [Na+].[Na+].C1(=CC=CC=C1)OP(=O)([O-])[O-].ClC1=C(C(=CC=C1)C(F)(F)F)COC=1C=NC(=NC1)N1C(O[C@@H](C1)CO)=O